ClC1=C(C(=O)NC2=C3C(N(CC3=CC=C2)C(C(C)(C)O)C2CC2)=O)C=CC=C1C 2-chloro-N-(2-(1-cyclopropyl-2-hydroxy-2-methylpropyl)-3-oxoisoindolin-4-yl)-3-methylbenzamide